Cl.Cl.ClC1=C(C=CC=C1)[C@@]1([C@@H](CCCC1)NCC1=CC(=C(C=C1)Cl)Cl)NC Trans-(1S,2R)-1-(2-chlorophenyl)-N2-(3,4-dichlorobenzyl)-N1-methylcyclohexane-1,2-diamine dihydrochloride